2-(2,6-dioxopiperidin-3-yl)-4-(((1-(4-methyl-1-(4-methyl-1-(6-methylpyrazin-2-yl)piperidine-4-carbonyl)piperidin-4-yl)-1H-pyrazol-4-yl)methyl)amino)isoindoline-1,3-dione O=C1NC(CCC1N1C(C2=CC=CC(=C2C1=O)NCC=1C=NN(C1)C1(CCN(CC1)C(=O)C1(CCN(CC1)C1=NC(=CN=C1)C)C)C)=O)=O